Diphenethyl 1-methylpropyl phosphate P(=O)(OCCC1=CC=CC=C1)(OCCC1=CC=CC=C1)OC(CC)C